ClC=1C(=C(C=CC1)C[C@@H]1N(CC([C@@H]1NS(=O)(=O)C1CC1)(F)F)C(=O)OC(C)(C)C)F tert-Butyl (2S,3R)-2-[(3-chloro-2-fluorophenyl)methyl]-3-[(cyclopropanesulfonyl)amino]-4,4-difluoropyrrolidine-1-carboxylate